C1(=CC=CC=C1)C=1NC(=C(N1)CO)CO 2-phenyl-4,5-dihydroxymethylimidazole